9-[2-(azetidin-1-yl)thiazol-5-yl]-6-tert-butyl-10-methoxy-2-oxo-6,7-dihydro-2H-pyrido[2,1-a]isoquinoline-3-carboxylic Acid N1(CCC1)C=1SC(=CN1)C=1C=C2CC(N3C(C2=CC1OC)=CC(C(=C3)C(=O)O)=O)C(C)(C)C